5-((benzyloxy)methyl)-6-(4-methoxyphenyl)-4-methyl-2,3-diphenylpyrazolo[1,5-a]pyrimidin-7(4H)-one C(C1=CC=CC=C1)OCC=1N(C=2N(C(C1C1=CC=C(C=C1)OC)=O)N=C(C2C2=CC=CC=C2)C2=CC=CC=C2)C